di-epoxyeugenol C1(=C(O)C2=C(C(C3C(=C)O3)=C1)O2)OC